C(C)(C)(C)OC(=O)N1C(OC[C@@H]1C(=O)O)(C)C (R)-3-(tert-butoxycarbonyl)-2,2-dimethyloxazolidine-4-carboxylic acid